N-(1-(4-hydroxyphenyl)-3-methyl-1H-pyrazolo[3,4-b]pyridin-5-yl)acrylamide OC1=CC=C(C=C1)N1N=C(C=2C1=NC=C(C2)NC(C=C)=O)C